NC1=NC2=C(N1C[C@@H](CCCOC1=C(C=NN1C)C=1C=C(C(=O)OC)C=C(N1)C)C)C=C(C=C2)N2C(CC1(OCCO1)CC2)=O methyl (R)-2-(5-((5-(2-amino-6-(7-oxo-1,4-dioxa-8-azaspiro[4.5]decan-8-yl)-1H-benzo[d]imidazol-1-yl)-4-methylpentyl) oxy)-1-methyl-1H-pyrazol-4-yl)-6-methylisonicotinate